ClC=1C=C2C=NC(=NC2=CC1C1C(C1)(F)F)NC=1C=NN(C1Cl)[C@@H]1[C@H](CN(CC1)C1(COC1)C)F (3S,4S)-(7R)-6-chloro-N-(5-chloro-1-(3-fluoro-1-(3-methyloxetan-3-yl)piperidin-4-yl)-1H-pyrazol-4-yl)-7-(2,2-difluorocyclopropyl)quinazolin-2-amine